NC=1C=2N(C3=CC(=C(C=C3N1)F)C(=O)N1[C@@H]3[C@H](CCC1)OC1=C3C=CC(=C1F)Cl)C=NC2 (4-amino-7-fluoroimidazo[1,5-a]quinoxalin-8-yl)((4aS,9bS)-7-chloro-6-fluoro-3,4,4a,9b-tetrahydrobenzofuro[3,2-b]pyridin-1(2H)-yl)methanone